(2S,3S,4S,5S)-4-[[3-(4-fluoro-2-hydroxy-phenyl)-4,5-dimethyl-5-(trifluoromethyl)tetrahydrofuran-2-carbonyl]amino]pyridine-2-carboxamide FC1=CC(=C(C=C1)[C@H]1[C@H](O[C@@]([C@H]1C)(C(F)(F)F)C)C(=O)NC1=CC(=NC=C1)C(=O)N)O